BrC=1C=C(C(=O)N)C=C(C1)OC(C)C 3-bromo-5-isopropoxybenzamide